Cl.C(=O)(OC(C)(C)C)N1[C@@H](C[C@@H](C1)N)CO (2S,4S)-1-boc-2-hydroxymethyl-4-aminopyrrolidine-HCl